NC=1C=C(C=CC1C)N1C(C=CC2=CN=C3C(=C12)C=C(C=C3)C3=CC=NC=C3)=O 1-(3-Amino-4-methylphenyl)-9-(pyridin-4-yl)benzo[h][1,6]naphthyridin-2(1H)-one